ClC1=NC(=C(C=C1C=1C(=C(C=O)C=CC1)O)F)Cl 3-(2,6-Dichloro-5-fluoropyridin-3-yl)-2-hydroxybenzaldehyde